ClC=1C(=CC(=C(C1)N(C(=O)C1CC=2C=NC=CC2N1)C)F)F N-(5-chloro-2,4-difluoro-phenyl)-N-methyl-2,3-dihydro-1H-pyrrolo[3,2-c]pyridine-2-carboxamide